(RS)-2-[2-(3-chlorophenyl)-2,3-epoxypropyl]-2-ethylindan-1,3-dione ClC=1C=C(C=CC1)[C@]1(CC2(C(C3=CC=CC=C3C2=O)=O)CC)CO1 |r|